CN(S(=O)(=O)NC1=C(C(=C(OC2=NC=CC=C2C2=NC(=NC=C2)N[C@@H]2CN(C[C@H](C2)F)C(=O)OCC2=CC=CC=C2)C=C1F)F)F)C Benzyl (3S,5S)-3-((4-(2-(4-((N,N-dimethylsulfamoyl)amino)-2,3,5-trifluorophenoxy)pyridin-3-yl)pyrimidin-2-yl)amino)-5-fluoropiperidine-1-carboxylate